C(C)(=O)N1C2=C(C=3C=CC(=CC13)Cl)OC(CC2C=2SC=CC2)=O 5-acetyl-7-chloro-4-(thiophen-2-yl)-4,5-dihydropyrano[3,2-b]indol-2(3H)-one